4-ethoxy-α-methylstyrene C(C)OC1=CC=C(C(=C)C)C=C1